2-acetyl-nicotinic acid C(C)(=O)C1=C(C(=O)O)C=CC=N1